NC1=NN=C(O1)C=1C(=CC(=C(C(=O)N2CCC(CC2)C2=C(C#N)C=CC=C2)C1)CC)C1CC1 (1-(5-(5-amino-1,3,4-oxadiazol-2-yl)-4-cyclopropyl-2-ethylbenzoyl)piperidin-4-yl)benzonitrile